C=CC1=CC=C(C=C1)S(=O)(=O)[O-].[Li+] lithium para-styrenesulfonate